NC1=C(C=C(N=N1)C1=C(C=CC(=C1)F)O)N1C[C@H]2CC[C@@H](C1)N2 2-(6-amino-5-((1R,5S)-3,8-diazabicyclo[3.2.1]octan-3-yl)pyridazin-3-yl)-4-fluorophenol